2-(isopropylamino)-5-(3-(1-oxo-1,2,3,4-tetra-hydroisoquinolin-7-yl)-1,2,4-oxadiazol-5-yl)benzonitrile C(C)(C)NC1=C(C#N)C=C(C=C1)C1=NC(=NO1)C1=CC=C2CCNC(C2=C1)=O